COC(=O)[C@@H]1C(CCCC1)C(=O)C1C(C2=CC=C(C=C2C1=O)C(=O)C=1C=C2C(C(C(C2=CC1)=O)C(=O)C1[C@H](CCCC1)C(=O)OC)=O)=O methyl (1S)-2-(5-{2-[(2S)-2-(methoxycarbonyl) cyclohexanecarbonyl]-1,3-dioxo-2,3-dihydro-1H-indene-5-carbonyl}-1,3-dioxo-2,3-dihydro-1H-indene-2-carbonyl)cyclohexane-1-carboxylate